4-Chloroanilinium ClC1=CC=C([NH3+])C=C1